C[C@@H]1[C@H](NNCC1)C(=O)OCC(C)(C)C 2,2-dimethylpropyl (3S,4S)-4-methylhexahydropyridazine-3-carboxylate